FC(S(=O)(=O)[O-])(F)F.[Cu+2].[Cl-].C(C1=CC=CC=C1)(=O)C1=CC=C(OCC(C[N+](C)(C)C)O)C=C1 3-(4-benzoylphenoxy)-2-hydroxy-N,N,N-trimethyl-1-propanaminium chloride copper (ii) trifluoromethanesulfonate